((3-((4,5-dimethylthiazol-2-yl)carbamoyl)-4-methylphenyl)amino)pentanoic acid CC=1N=C(SC1C)NC(=O)C=1C=C(C=CC1C)NC(C(=O)O)CCC